N'-[trans-4-[2-[4-(2,3-dichlorophenyl)-1-piperazinyl]ethyl]cyclohexyl]-N,N-dimethyl-urea ClC1=C(C=CC=C1Cl)N1CCN(CC1)CC[C@@H]1CC[C@H](CC1)NC(N(C)C)=O